B(O)(O)O.B(O)(O)O boric acid borate